methyl {3-[(di-tert-butoxyphosphoryl)oxy]phenyl}acetate C(C)(C)(C)OP(=O)(OC(C)(C)C)OC=1C=C(C=CC1)CC(=O)OC